ClC=1C(=NC(=NC1)NC1=C(C=C(C(=C1)C)C1CCNCC1)OC(C)C)NC1=C(C=CC=C1)S(=O)(=O)C(C)C 5-chloro-2-N-(5-methyl-4-piperidin-4-yl-2-propan-2-yloxy-phenyl)-4-N-(2-propane-2-ylsulfonylphenyl)pyrimidine-2,4-diamine